hydroxyoctanoic acid succinate C(CCC(=O)O)(=O)O.OC(C(=O)O)CCCCCC